6-chloro-4-((4-nitrophenyl)amino)nicotinonitrile ClC1=NC=C(C#N)C(=C1)NC1=CC=C(C=C1)[N+](=O)[O-]